[Na].NC(=O)N urea sodium salt